(1S,2S)-2-(3-chlorophenyl)-N-(6-(((6-cyclopropyl-8-(3-(dimethylamino)-2-oxopyrrolidin-1-yl)imidazo[1,2-a]pyridin-2-yl)methyl)amino)pyrimidin-4-yl)cyclopropane-1-carboxamide ClC=1C=C(C=CC1)[C@@H]1[C@H](C1)C(=O)NC1=NC=NC(=C1)NCC=1N=C2N(C=C(C=C2N2C(C(CC2)N(C)C)=O)C2CC2)C1